bromo-4-fluoro-2-(1-methoxycyclopropyl)benzene BrC1=C(C=C(C=C1)F)C1(CC1)OC